CC1=CC=CC(=N1)C1=C(N=CN1)C=1C=C2C=C(C=NC2=CC1)NCCN1C[C@@H](CCC1)C(=O)OC1CNC1 azetidin-3-yl (R)-1-(2-((6-(5-(6-methylpyridin-2-yl)-1H-imidazol-4-yl)quinolin-3-yl)amino)ethyl)piperidine-3-carboxylate